(+)-5-Cyclopropyl-7-{1-[1-(2-fluorophenyl)-1H-1,2,3-triazol-4-yl]propyl}-7H-pyrrolo[2,3-d]pyrimidin-4-amine C1(CC1)C1=CN(C=2N=CN=C(C21)N)C(CC)C=2N=NN(C2)C2=C(C=CC=C2)F